C(#N)NC(NC1=C2C=CC=NC2=CC=C1)=NC(C(C)(C)C)NC(CC1=CC(=C(C=C1)OC)OC)=O N-[1-[[(Cyanoamino)(5-quinolinylamino)methylene]amino]-2,2-dimethylpropyl]-3,4-dimethoxybenzeneacetamide